N1=CC=CC=2CCCC(C12)NCC1=CC=C(C=N1)C(C)(C)O 2-(6-(((5,6,7,8-tetrahydroquinolin-8-yl)amino)methyl)pyridin-3-yl)propan-2-ol